C1(CC1)C([C@@H](C(=O)NC1=C(C=C(C=C1)[C@@H](C(=O)N1C[C@@H]([C@H](C1)F)F)C)F)NC(=O)C1=CC=NN1C(C)C)C1CC1 N-((S)-1,1-dicyclopropyl-3-((4-((S)-1-((3S,4S)-3,4-difluoropyrrolidin-1-yl)-1-oxopropan-2-yl)-2-fluorophenyl)amino)-3-oxopropan-2-yl)-1-isopropyl-1H-pyrazole-5-carboxamide